6-((6-((4-(hydroxycarbamoyl)benzyl)oxy)-7-methoxyquinazolin-4-yl)oxy)-N-isopropyl-2-methylbenzofuran-3-carboxamide ONC(=O)C1=CC=C(COC=2C=C3C(=NC=NC3=CC2OC)OC2=CC3=C(C(=C(O3)C)C(=O)NC(C)C)C=C2)C=C1